ClC1=NC=CC(=C1OC)C(F)(F)F 2-chloro-3-methoxy-4-(trifluoromethyl)pyridine